(RS)-2-(2,4-dichlorophenyl)-3-(1H-1,2,4-triazole-1-yl)propyl-1,1,2,2-tetrafluoroethyl ether ClC1=C(C=CC(=C1)Cl)[C@@H](CC(C(F)(F)OC(C(C[C@@H](CN1N=CN=C1)C1=C(C=C(C=C1)Cl)Cl)(F)F)(F)F)(F)F)CN1N=CN=C1 |r|